F[C@@H]1[C@@H](N2C(C=3N([C@@H]([C@H](C1)OC)C2)C=C(C(C3O)=O)C(=O)NCC3=C(C=C(C=C3F)F)F)=O)C (3S,4S,6S,7R)-4-fluoro-12-hydroxy-6-methoxy-3-methyl-1,11-dioxo-N-(2,4,6-trifluorobenzyl)-1,4,5,6,7,11-hexahydro-3H-2,7-methanopyrido[1,2-a][1,4]diazonine-10-carboxamide